C(C1=CC=CC=C1)N1CC2=C(C1=O)C(=C(S2)C(=O)O)OCC 5-benzyl-3-ethoxy-4-oxo-5,6-dihydro-4H-thieno[2,3-c]pyrrole-2-carboxylic acid